tert-Butyl (3S)-3-{[(benzyloxy)carbonyl]amino}-4-[(2,5-dioxopyrrolidin-1-yl)oxy]-4-oxobutanoate C(C1=CC=CC=C1)OC(=O)N[C@@H](CC(=O)OC(C)(C)C)C(=O)ON1C(CCC1=O)=O